Cis-2-methyl-1-(3-oxo-1-phenyl-2,6,9,12,15-pentoxaoctadeca-18-yl)piperidine-4-carboxylic acid methyl ester COC(=O)[C@@H]1C[C@@H](N(CC1)CCCOCCOCCOCCOCCC(OCC1=CC=CC=C1)=O)C